N-((1-(6-(6-(Difluoromethyl)imidazo[1,2-b]pyridazin-3-yl)pyrimidin-4-yl)-5-hydroxypiperidin-3-yl)methyl)methanesulfonamide FC(C=1C=CC=2N(N1)C(=CN2)C2=CC(=NC=N2)N2CC(CC(C2)O)CNS(=O)(=O)C)F